4-(morpholinomethyl)-N-(3-(((7-(pyridin-4-yl)-2,3-dihydrofuro[3,2-c]pyridin-4-yl)amino)methyl)phenyl)benzamide O1CCN(CC1)CC1=CC=C(C(=O)NC2=CC(=CC=C2)CNC2=NC=C(C3=C2CCO3)C3=CC=NC=C3)C=C1